NCCOCCNC(\C=C\C=1OC=CC1)=O (E)-N-(2-(2-aminoethoxy)ethyl)-3-(furan-2-yl)acrylamide